(3S,4R)-3-fluoro-4-((2-(3-((2-methoxy-4-(methylsulfonyl)phenyl)amino)prop-1-yn-1-yl)-3-vinyl-2H-indazol-7-yl)amino)-N-methylpiperidine-1-carboxamide F[C@H]1CN(CC[C@H]1NC1=CC=CC2=C(N(N=C12)C#CCNC1=C(C=C(C=C1)S(=O)(=O)C)OC)C=C)C(=O)NC